7-(tert-butyl)-2-(2,4-dimethoxyphenyl)-5-hydroxy-4-(piperidin-1-ylmethyl-d2)benzofuran-3-carboxylic acid ethyl ester C(C)OC(=O)C1=C(OC2=C1C(=C(C=C2C(C)(C)C)O)C([2H])([2H])N2CCCCC2)C2=C(C=C(C=C2)OC)OC